1-Tert-butyl (1-(4-(3-(4-methoxybenzyl)-2,4-dioxotetrahydropyrimidin-1(2H)-yl)isoquinolin-7-yl)piperidin-4-yl)(methyl)carbamate COC1=CC=C(CN2C(N(CCC2=O)C2=CN=CC3=CC(=CC=C23)N2CCC(CC2)N(C(OC(C)(C)C)=O)C)=O)C=C1